C(C)C1=C(C(=O)O)C(=CC(=N1)NCC1=C(C=C(C=C1)OC)OC)NC1=CC(=C2N(C1=O)C(NC2=O)(C)C)C Ethyl-6-((2,4-dimethoxybenzyl)amino)-4-((3,3,8-trimethyl-1,5-dioxo-1,2,3,5-tetrahydroimidazo[1,5-a]pyridin-6-yl)amino)nicotinic acid